CC1=C(C(=CC(=C1)C)C)NC1=NC=NC2=CC=C(C=C12)NC(CC1=CC=C(C(=O)NO)C=C1)=O 4-(2-((4-((2,4,6-trimethylphenyl)amino)quinazolin-6-yl)amino)-2-oxoethyl)-N-hydroxybenzoamide